CNC=1N=CC(=C2C=C(N=CC12)NC(=O)C1CC1)C=1SC=CN1 N-(8-(methylamino)-5-(thiazol-2-yl)-2,7-naphthyridin-3-yl)cyclopropanecarboxamide